[Si](C)(C)(C(C)(C)C)OC[C@@H]1[C@H]([C@H]([C@@H](O1)N1C(NC(C(=C1)C)=O)=O)F)O 1-[(2R,3R,4R,5R)-5-{[(tert-butyldimethylsilyl)oxy]methyl}-3-fluoro-4-hydroxyoxolan-2-yl]-5-methyl-3H-pyrimidine-2,4-dione